4-amino-N,1-dimethyl-N-((3S)-6-(trifluoromethyl)-2,3-dihydro-1-benzofuran-3-yl)-1H-pyrazolo[4,3-c][1,7]naphthyridine-8-carboxamide NC1=NC=2C=NC(=CC2C2=C1C=NN2C)C(=O)N([C@@H]2COC1=C2C=CC(=C1)C(F)(F)F)C